6-Fluoro-3-[(1R)-1-[2-[1-(2-hydroxy-2-methyl-propyl)pyrazol-4-yl]-3,6-dimethyl-4-oxo-chromen-8-yl]ethoxy]-N-methoxy-pyridine-2-sulfonamide FC1=CC=C(C(=N1)S(=O)(=O)NOC)O[C@H](C)C=1C=C(C=C2C(C(=C(OC12)C=1C=NN(C1)CC(C)(C)O)C)=O)C